4-Methyl-1-(phenylsulfonyl)-1H-indole-2-carbonitrile CC1=C2C=C(N(C2=CC=C1)S(=O)(=O)C1=CC=CC=C1)C#N